lithium phosphoryl-sulfimide P(=O)#S=N.[Li]